C(C)(C)(C)OC(CN1CCC(CC1)C1=CC=C(C=C1)C=1C=C2C(N(CC2=C(C1)F)[C@@H](C(NC=1SC=CN1)=O)C1=C2N(C=N1)CCC2)=O)=O |r| 2-[4-[4-[2-[(1RS)-1-(6,7-dihydro-5H-pyrrolo[1,2-c]imidazol-1-yl)-2-oxo-2-(thiazol-2-ylamino)ethyl]-7-fluoro-3-oxo-isoindolin-5-yl]phenyl]-1-piperidinyl]acetic acid tert-butyl ester